N-(3-methoxy-4-(4-morpholinopiperidin-1-yl)phenyl)-4-(3-phenylisooxazolidin-2-yl)-5-(triFluoromethyl)pyrimidin-2-amine COC=1C=C(C=CC1N1CCC(CC1)N1CCOCC1)NC1=NC=C(C(=N1)N1OCCC1C1=CC=CC=C1)C(F)(F)F